FC=1C(=NC(=NC1)NC1=CC=C(C=C1)S(=O)(=O)N)N1C[C@H](OC2(CCC2)C1)CF 4-({5-fluoro-4-[(6S)-6-(fluoromethyl)-5-oxa-8-azaspiro[3.5]nonan-8-yl]pyrimidin-2-yl}amino)benzenesulfonamide